FC1=C(OC=2N=CC(=NC2)NC([C@H](C)N2CC(N(CC2)C(=O)C2CC(C=3N(C2)C=NN3)O)(C)C)=O)C=CC(=C1)F (2S)-N-(5-(2,4-difluorophenoxy)pyrazin-2-yl)-2-(4-(8-hydroxy-5,6,7,8-tetrahydro-[1,2,4]triazolo[4,3-a]pyridine-6-carbonyl)-3,3-dimethylpiperazin-1-yl)propanamide